OCCC=1C(=NC(=CC1)N1C=NC2=C1C=CC(=C2)NC=2N=NC(=CC2)C(F)(F)F)N2N=C(C=C2C)C#N 1-[3-(hydroxyethyl)-6-[5-[[6-(trifluoromethyl)pyridazin-3-yl]amino]benzimidazol-1-yl]-2-pyridyl]-5-methyl-pyrazole-3-carbonitrile